6-[5-Methylsulfanyl-4-(4-trifluoromethoxy-phenyl)-pyrimidin-2-ylamino]-N-(3-morpholin-4-yl-methyl-phenyl)-nicotinamide CSC=1C(=NC(=NC1)NC1=NC=C(C(=O)NC2=C(C(=CC=C2)N2CCOCC2)C)C=C1)C1=CC=C(C=C1)OC(F)(F)F